(S)-3,3'-bis(2,4,6-tripentylphenyl)-[1,1'-binaphthyl]-2,2'-diol C(CCCC)C1=C(C(=CC(=C1)CCCCC)CCCCC)C1=C(C(=C2C=CC=CC2=C1)C=1C(=C(C=C2C=CC=CC12)C1=C(C=C(C=C1CCCCC)CCCCC)CCCCC)O)O